FC1=CC=C(C=C1)C1=CC2=C(N=CN=C2N[C@H](CO)C=2C=NC(=CC2)OC)N=C1 (S)-2-((6-(4-fluorophenyl)pyrido[2,3-d]pyrimidin-4-yl)amino)-2-(6-methoxypyridin-3-yl)ethan-1-ol